C(#N)[C@@H](C[C@@H]1C(NCCC1)=O)NC(=O)[C@@H]1N([C@H]2CC([C@@H]1CC2)(F)F)C([C@@H](C(C)(C)C)NC(C(F)(F)F)=O)=O (1R,3R,4R)-N-[(1R)-1-cyano-2-[(3R)-2-oxo-3-piperidyl]ethyl]-2-[(2R)-3,3-dimethyl-2-[(2,2,2-trifluoroacetyl)amino]butanoyl]-5,5-difluoro-2-azabicyclo[2.2.2]octane-3-carboxamide